trimethyl-(isobutoxy)silane C[Si](OCC(C)C)(C)C